BrC1=C(C(=CC=C1)Cl)NC(=O)C=1C(=NC(=NC1)NC1=CC(=C(C=C1)[C@@H]1CCN(CCC1)C)C)OC (S)-N-(2-bromo-6-chlorophenyl)-4-methoxy-2-((3-methyl-4-(1-methylazepan-4-yl)phenyl)amino)pyrimidine-5-carboxamide